(R*)-(3-amino-4,5,6,7-tetrahydro-pyrazolo[3,4-c]pyridin-2-yl)(6-fluoro-1,2,3,4-tetrahydro-quinolin-4-yl)methanone NC=1N(N=C2CNCCC21)C(=O)[C@@H]2CCNC1=CC=C(C=C21)F |o1:12|